(S)-5-((5-(Cyclopropyl(hydroxy)methyl)-3-(2,2,2-trifluoroethoxy)pyridin-2-yl)oxy)-N-(4-methyl-1,1-dioxidotetrahydro-2H-thiopyran-4-yl)pyrazolo[1,5-a]pyridine-2-carboxamide C1(CC1)[C@@H](C=1C=C(C(=NC1)OC1=CC=2N(C=C1)N=C(C2)C(=O)NC2(CCS(CC2)(=O)=O)C)OCC(F)(F)F)O